S-(7-((4-(4-(dimethyl-carbamoyl) phenyl)thiazol-2-yl)amino)-7-oxoheptyl) 3-phenylpropane-thioate C1(=CC=CC=C1)CCC(SCCCCCCC(=O)NC=1SC=C(N1)C1=CC=C(C=C1)C(N(C)C)=O)=O